C1(CC1)COC1=C(C(=CC=C1F)F)CNC(=O)C=1C(=NC=C(C1)C=1C=CC=2N(N1)C=C(N2)NC(C)=O)OC N-{[2-(cyclopropylmethoxy)-3,6-difluorophenyl]methyl}-5-{2-acetamidoimidazo[1,2-b]pyridazin-6-yl}-2-methoxypyridine-3-carboxamide